tert-butyl N-(cyclopropanecarbonyl(methyl)amino)carbamate C1(CC1)C(=O)N(NC(OC(C)(C)C)=O)C